O1C(COCC1)C1NC2=CC(=CC=C2C1(C1=CC=CC=C1)C1=CC=CC=C1)F 2-(1,4-dioxane-2-yl)-6-fluoro-3,3-diphenyl-indoline